8H-1,1'-binaphthol C=1(C(=CC=C2C=CCCC12)O)C1=CC=CC2=CC=CC=C12